The molecule is the 4,5-dihydro- derivative of 5-oxo-2-furylacetic acid. It has a role as a bacterial metabolite. It is a conjugate acid of a 5-oxo-4,5-dihydro-2-furylacetate. C1C=C(OC1=O)CC(=O)O